C1(=CC=CC=C1)N1CC(C1)(C(=O)OC)N[C@@H](C)C1=CC=C(C=C1)C(F)(F)F methyl (S)-1-phenyl-3-((1-(4-(trifluoromethyl)phenyl)ethyl) amino)azetidine-3-carboxylate